1-(7-methyl-2-(3-methylisoxazol-4-yl)-3-(pyridin-3-yl)quinolin-5-yl)ethan-1-one CC1=CC(=C2C=C(C(=NC2=C1)C=1C(=NOC1)C)C=1C=NC=CC1)C(C)=O